C(C1CO1)OCCCCOCC1CO1 1,4-diglycidyl-oxybutane